NC(C(=O)N1[C@@H]([C@H]2C([C@H]2C1)(C)C)C(=O)O)C1(CC1)C (1R,2S,5S)-3-[2-amino-2-(1-methylcyclopropyl)acetyl]-6,6-dimethyl-3-azabicyclo[3.1.0]hexane-2-carboxylic acid